COC(=O)C1=CC(=C(C=C1)C1=C(C=CC(=C1)OC)F)OC(C)(C)C(N)=O 2-(1-carbamoyl-1-methyl-ethoxy)-2'-fluoro-5'-methoxy-biphenyl-4-carboxylic acid methyl ester